[Na].CC=1C=C(C=C(C1)C)C1=C(C(=C(C1C1=CC(=CC(=C1)C)C)C1=CC(=CC(=C1)C)C)C1=CC(=CC(=C1)C)C)C1=CC(=CC(=C1)C)C 1,2,3,4,5-penta(3,5-dimethylphenyl)-cyclopentadiene sodium salt